3-cyano-3-(3-methylbutanoyl)piperidine-1-carboxylic acid tert-butyl ester C(C)(C)(C)OC(=O)N1CC(CCC1)(C(CC(C)C)=O)C#N